C(C)(C)(C)OC(=O)N1CCN(CC1)C1=CC(=C(C=C1)C(=O)OC)[N+](=O)[O-] 4-(4-(Methoxycarbonyl)-3-nitrophenyl)piperazine-1-carboxylic acid tert-butyl ester